furanAt O1C(=CC=C1)C(=O)[O-]